pyrido[2,3-d]pyrimidine-6-carboxylate N1=CN=CC2=C1N=CC(=C2)C(=O)[O-]